(Z)-11-octadecenoic acid ethyl ester C(C)OC(CCCCCCCCC\C=C/CCCCCC)=O